C1(=CC=CC=C1)NC1=CC=C(C=C1)S(=O)(=O)O 4-(phenylamino)-benzenesulfonic acid